4-Chloro-2-iodo-6-(trifluoromethoxy)aniline ClC1=CC(=C(N)C(=C1)OC(F)(F)F)I